(3aS,6aR)-4-(((2S,5R)-5-isopropyl-3,6-dimethoxy-2,5-dihydropyrazin-2-yl)methyl)hexahydrocyclopenta[c]pyrrole-2(1H)-carboxylic acid tert-butyl ester C(C)(C)(C)OC(=O)N1C[C@H]2[C@@H](C1)C(CC2)C[C@@H]2N=C([C@H](N=C2OC)C(C)C)OC